pyrazine-2,5-diamine N1=C(C=NC(=C1)N)N